5-[4-(6-chloro-5-fluoro-indolin-1-yl)quinazolin-6-yl]-2-methoxy-pyridine-3-carbonitrile ClC1=C(C=C2CCN(C2=C1)C1=NC=NC2=CC=C(C=C12)C=1C=C(C(=NC1)OC)C#N)F